chloro-N-methyl-N-(3-(2-morpholinopyrimidin-5-yl)phenyl)-[1,2,4]triazolo[4,3-a]quinazolin-5-amine ClC1=NN=C2N1C1=CC=CC=C1C(=N2)N(C2=CC(=CC=C2)C=2C=NC(=NC2)N2CCOCC2)C